Tributyl-(3-hydroxypropyl)phosphonium C(CCC)[P+](CCCO)(CCCC)CCCC